Methyl-tritriacontane 3-(4-(trimethylsilyl)-1H-1,2,3-triazol-1-yl)-4-((trimethylsilyl)oxy)pyrrolidine-1-carboxylate C[Si](C=1N=NN(C1)C1CN(CC1O[Si](C)(C)C)C(=O)O)(C)C.CCCCCCCCCCCCCCCCCCCCCCCCCCCCCCCCCC